6-((1R,2R,4S)-2-amino-7-azabicyclo[2.2.1]heptan-7-yl)-3-(3,4-dichloro-2-methyl-2H-indazol-5-yl)-5-methyl-1,5-dihydro-4H-pyrazolo[3,4-d]pyrimidin-4-one N[C@H]1[C@H]2CC[C@@H](C1)N2C=2N(C(C1=C(N2)NN=C1C1=C(C2=C(N(N=C2C=C1)C)Cl)Cl)=O)C